1-[(4S)-3-methoxy-6-azaspiro[3.4]octan-3-yl]-N,N-dimethyl-methanamine COC1(CC[C@]12CNCC2)CN(C)C